(2,4-difluorophenyl)(7-methyl-2-(5-(trifluoromethyl)-1,2,4-oxadiazol-3-yl)-4,7-dihydrothieno[2,3-c]pyridin-6(5H)-yl)methanone FC1=C(C=CC(=C1)F)C(=O)N1C(C2=C(CC1)C=C(S2)C2=NOC(=N2)C(F)(F)F)C